N-(3-chloro-4-methoxyphenyl)-2-(5-formyl-N-methyl-1H-indazole-7-sulfonamido)acetamide ClC=1C=C(C=CC1OC)NC(CN(S(=O)(=O)C=1C=C(C=C2C=NNC12)C=O)C)=O